tert-butyl 3-[[1-(4-hydroxyphenyl)azetidin-3-yl]methyl]azetidine-1-carboxylate OC1=CC=C(C=C1)N1CC(C1)CC1CN(C1)C(=O)OC(C)(C)C